(4-(ethyl-((3-sulfophenyl)methyl)amino)phenyl)(2-sulfobenzene) C(C)N(C1=CC=C(C=C1)C1=C(C=CC=C1)S(=O)(=O)O)CC1=CC(=CC=C1)S(=O)(=O)O